3-(3-Chloro-4-(2-hydroxypropan-2-yl)benzyl)-1,6-naphthyridin-2(1H)-one ClC=1C=C(CC=2C(NC3=CC=NC=C3C2)=O)C=CC1C(C)(C)O